5-(TRIFLUOROMETHYL)PYRIDINE-2-BORONIC ACID FC(C=1C=CC(=NC1)B(O)O)(F)F